C(CCCCCCC\C=C/CCCCCCCCCCCCCCCCCCCCCC\C=C/CCCCCCCC(=O)N)(=O)N hexamethylenedioleamide